pyrrolidine-2-Formamide N1C(CCC1)C(=O)N